Cl.Cl.N1=CC=C(C=C1)C(=O)N 4-pyridinecarboxamide dihydrochloride